C1(CC1)[C@]1(C(N(C[C@H]1C)C1=C2C(=NC=C1)C=C(O2)C=2C=NN(C2)C(C)C)=O)C#N (3R,4S)-3-cyclopropyl-4-methyl-2-oxo-1-[2-(1-propan-2-ylpyrazol-4-yl)furo[3,2-b]pyridin-7-yl]pyrrolidine-3-carbonitrile